BrC1=CC=C(C=C1)[C@@H](C(F)(F)F)N(C(=O)C1CC1)C (S)-N-(1-(4-bromophenyl)-2,2,2-trifluoroethyl)-N-methylcyclopropanecarboxamide